C(=O)OCCCCCCCCCCCCCCCCCCCCC Heneicosyl formate